2-(4-(2-(6-((1,4-Dioxan-2-yl)methoxy)-3-ethyl-4-hydroxypyridin-2-yl)ethyl)phenoxy)-acetamide O1C(COCC1)COC1=CC(=C(C(=N1)CCC1=CC=C(OCC(=O)N)C=C1)CC)O